2-(3-((2-(difluoromethoxy)-6-methylpyridin-3-yl)carbamoyl)-3-(2-isopropylphenyl)azetidin-1-yl)-1-methyl-1H-imidazole-5-carboxylic acid methyl ester COC(=O)C1=CN=C(N1C)N1CC(C1)(C1=C(C=CC=C1)C(C)C)C(NC=1C(=NC(=CC1)C)OC(F)F)=O